(R)-(-)-2-METHYLGLUTARIC ACID C[C@H](CCC(=O)O)C(=O)O